methyl (Z)-3-cyano-3-phenylpropionate C(#N)C(CC(=O)OC)C1=CC=CC=C1